NC1=C2C(=NC=N1)N(N=C2C2=NOC(=C2C2=NC=C(C=N2)C2CCN(CC2)C(=O)OCC(OC)OC)C2CC2)C21CC(C2)C1 2,2-dimethoxyethyl 4-[2-[3-[4-amino-1-(1-bicyclo[1.1.1]pentanyl)pyrazolo[3,4-d]pyrimidin-3-yl]-5-cyclopropyl-isoxazol-4-yl]pyrimidin-5-yl]piperidine-1-carboxylate